5-chloro-3-((1-cyclopropylpiperidin-4-yl)oxy)thiophene-2-carboxamide ClC1=CC(=C(S1)C(=O)N)OC1CCN(CC1)C1CC1